C(C(CC(CCC)=O)=O)(=O)[O-] heptane-2,4-dionate